9-(4-methoxybicyclo[2.1.1]hexan-1-yl)-7-methyl-2-((6-methylbenzo[d][1,3]dioxol-5-yl)amino)-7,9-dihydro-8H-purin-8-one COC12CCC(C1)(C2)N2C1=NC(=NC=C1N(C2=O)C)NC2=CC1=C(OCO1)C=C2C